BrC1=C(C=C2C(=NC(=NC2=C1F)S(=O)(=O)C)NCC1(CCCC1)N(C)C)Cl 7-bromo-6-chloro-N-((1-(dimethylamino)cyclopentyl)methyl)-8-Fluoro-2-(methylsulfonyl)quinazolin-4-amine